4-((3-((8-(4-fluoro-2-isopropoxyphenyl)quinazolin-2-yl)amino)-4-methylphenyl)carbamoyl)benzoic acid FC1=CC(=C(C=C1)C=1C=CC=C2C=NC(=NC12)NC=1C=C(C=CC1C)NC(=O)C1=CC=C(C(=O)O)C=C1)OC(C)C